ClC1=C(C=C(C=C1)C1=CC(=NC=C1)N1C(CC1)CO)CC(C(=O)NC1=CC=C(C=C1)C=1N(C=NC1)C)NC(=O)C=1N(N=CC1)C N-[1-[[2-chloro-5-[2-[2-(hydroxymethyl)azetidin-1-yl]-4-pyridyl]phenyl]methyl]-2-[4-(3-methylimidazol-4-yl)anilino]-2-oxo-ethyl]-2-methyl-pyrazole-3-carboxamide